butylene terephthalate C1(C2=CC=C(C(=O)OCCCCO1)C=C2)=O